N-(3-chloro-1H-indol-7-yl)-1-(cyanomethyl)pyrazole-4-sulfonamide ClC1=CNC2=C(C=CC=C12)NS(=O)(=O)C=1C=NN(C1)CC#N